C(C)(C)(C)OC(=O)NCCOCCOCCOCCN(C(OCC1=CC=CC=C1)=O)C benzyl N-[2-[2-[2-[2-(tert-butoxycarbonylamino)ethoxy]ethoxy]ethoxy]ethyl]-N-methyl-carbamate